C(N)(=O)C1=C(OC2(CN(C2)C(=O)OC(C)(C)C)C2=CC=CC=C2)C=CC=C1 tert-Butyl 3-(carbamoylphenoxy)-3-phenylazetidine-1-carboxylate